tetraethylene glycol din-butyl ether C(CCC)OCCOCCOCCOCCOCCCC